1-(6-Bromopyrazolo[1,5-a]pyridin-4-yl)oxy-2-(5-fluoro-2-pyridinyl)propan-2-ol BrC=1C=C(C=2N(C1)N=CC2)OCC(C)(O)C2=NC=C(C=C2)F